N-[2,8-dimethylimidazo[1,2-b]pyridazin-6-yl]-5-(piperazin-1-yl)cinnoline-8-carboxamide CC=1N=C2N(N=C(C=C2C)NC(=O)C=2C=CC(=C3C=CN=NC23)N2CCNCC2)C1